3-amino-5,5,7-trifluoro-1-[[4-(4-methoxyphenyl)phenyl]methyl]-8-[5-(1-methyl-1-methylsulfonyl-ethyl)-1,3,4-oxadiazol-2-yl]-3,4-dihydro-1-benzazepin-2-one NC1C(N(C2=C(C(C1)(F)F)C=C(C(=C2)C=2OC(=NN2)C(C)(S(=O)(=O)C)C)F)CC2=CC=C(C=C2)C2=CC=C(C=C2)OC)=O